FC=1C=C(C(=NC1)N1N=NC(=C1)C)C1CCNCC1 5-fluoro-2-(4-methyltriazol-1-yl)-3-(4-piperidyl)pyridine